6'-methyl-6-oxo-1-phenyl-1,6-dihydro-[2,3'-bipyridine]-5-carboxamide CC1=CC=C(C=N1)C=1N(C(C(=CC1)C(=O)N)=O)C1=CC=CC=C1